FC=1C=C(C=CC1F)S(=O)(=O)N1CCNCC1 1-(3,4-difluorobenzene-1-sulfonyl)piperazine